C(C)(C)(C)C1=C(C(C=NC2C(CCCC2)N=CC=2C(O)=C(C=C(C2)C(C)(C)C)C(C)(C)C)=CC(=C1)C(C)(C)C)O N,N'-bis(3,5-di-t-butylsalicylidene)-1,2-cyclohexanediamine